tert-butyl 2-methylpiperazine-1,4-dicarboxylate CC1N(CCN(C1)C(=O)[O-])C(=O)OC(C)(C)C